FC1=CC(=CC=2N(C(=NC21)C)C(C)C)C2=NC(=NC=C2)N 4-(4-fluoro-1-isopropyl-2-methyl-1H-benzo[d]imidazol-6-yl)pyrimidin-2-amine